C1(=C(C=CC=C1)N(C1=CC=2C(C3=CC=CC=C3C2C=C1)(C)C)C=1C=C(C=C(C1)C1=CC(=CC(=C1)CCCC)CCCC)C1=CC(=CC(=C1)CCCC)CCCC)C1=CC=CC=C1 N-(biphenyl-2-yl)-N-(3,3'',5,5''-tetra-1-butyl-1,1':3',1''-terphenyl-5'-yl)-9,9-dimethyl-9H-fluoren-2-amine